(R,E)-7-phenyl-6-(3-(2-(Trifluoromethyl)phenyl)acryloyl)-4-oxa-6-azaspiro[2.4]heptan-5-one C1(=CC=CC=C1)[C@H]1N(C(OC12CC2)=O)C(\C=C\C2=C(C=CC=C2)C(F)(F)F)=O